C(C)(C)(C)[S@](=O)N[C@@H](C(C)C)C1=CC=C(C(=O)O)C=C1 4-((S)-1-(((S)-tert-butylsulfinyl)amino)-2-methylpropyl)benzoic acid